antimony 2,3-dihydroxysuccinate OC(C(=O)[O-])C(C(=O)[O-])O.[Sb+3].OC(C(=O)[O-])C(C(=O)[O-])O.OC(C(=O)[O-])C(C(=O)[O-])O.[Sb+3]